(S)-N-(4-((4-(4-Aminopyrimidin-2-yl)-1-methyl-1H-pyrazol-5-yl)oxy)butan-2-yl)-6'-chloro-5-((1-methylpiperidin-4-yl)oxy)-[2,3'-bipyridin]-4'-amine NC1=NC(=NC=C1)C=1C=NN(C1OCC[C@H](C)NC1=C(C=NC(=C1)Cl)C1=NC=C(C=C1)OC1CCN(CC1)C)C